(3-((3S,4S)-4-amino-3-methyl-2-oxa-8-azaspiro[4.5]dec-8-yl)-6-(((S)-6a,7,8,9-tetrahydro-6H-pyrido[3,2-b]pyrrolo[1,2-d][1,4]oxazin-4-yl)thio)pyrazin-2-yl)methanol N[C@@H]1[C@@H](OCC12CCN(CC2)C=2C(=NC(=CN2)SC2=CC=NC1=C2OC[C@H]2N1CCC2)CO)C